1-[4-[4-[(4-Aminocyclohexyl)methyl]piperazin-1-yl]phenyl]hexahydropyrimidine-2,4-dione NC1CCC(CC1)CN1CCN(CC1)C1=CC=C(C=C1)N1C(NC(CC1)=O)=O